C(#N)C(NC(=O)[C@@H]1[C@H]2C([C@H]2CN1C([C@H](C(C)(C)C)NC(C(F)(F)F)=O)=O)(C)C)C=1C=NC=C(C1)F (1R,2S,5S)-N-(cyano(5-fluoropyridin-3-yl)methyl)-3-((S)-3,3-dimethyl-2-(2,2,2-trifluoroacetamido)butanoyl)-6,6-dimethyl-3-azabicyclo[3.1.0]hexane-2-carboxamide